2-(2-fluoro-phenyl)-4-nitro-benzoic acid FC1=C(C=CC=C1)C1=C(C(=O)O)C=CC(=C1)[N+](=O)[O-]